C(CCCCCCCCCCCCC)C1=CC=C(C=C1)[I+]C1=CC=C(C=C1)CCCCCCCCCCCCC (4-tetradecylphenyl)(4-tridecylphenyl)iodonium